N-[(1-cyclopropyl-1H-pyrazol-4-yl)methyl]-N-{6-[5-(difluoromethyl)-1,3,4-oxadiazol-2-yl]-1-oxo-1,3-dihydro-2H-isoindol-2-yl}-3,3,3-trifluoropropanamide C1(CC1)N1N=CC(=C1)CN(C(CC(F)(F)F)=O)N1C(C2=CC(=CC=C2C1)C=1OC(=NN1)C(F)F)=O